2-(6-ethylpyridin-3-yl)-N-[(3S)-9-fluoro-2-oxo-5-phenyl-2,3-dihydro-1H-1,4-benzodiazepine-3-Yl]-6-(2H3)methoxyimidazo[1,2-b]pyridazine-3-carboxamide C(C)C1=CC=C(C=N1)C=1N=C2N(N=C(C=C2)OC([2H])([2H])[2H])C1C(=O)N[C@@H]1C(NC2=C(C(=N1)C1=CC=CC=C1)C=CC=C2F)=O